ClC1=C(C(=O)N(C(N(C(C)C)C(C)C)=O)C2CC2)C=C(C=N1)C=1C=NN(C1)C1=C(C=C(C=C1Cl)C(C(F)(F)F)(C(F)(F)F)F)Cl 2-chloro-N-cyclopropyl-5-(1-(2,6-dichloro-4-(perfluoropropan-2-yl)phenyl)-1H-pyrazol-4-yl)-N-(diisopropylcarbamoyl)nicotinamide